4-amino-1-methyl-N-(2,2,2-trifluoroethyl)-N-((5-(trifluoromethyl)-2-pyridinyl)methyl)-1H-pyrazolo[4,3-c]quinoline-8-carboxamide NC1=NC=2C=CC(=CC2C2=C1C=NN2C)C(=O)N(CC2=NC=C(C=C2)C(F)(F)F)CC(F)(F)F